(2R,3S,4S,5S)-4-[[3-(4-Fluoro-2-hydroxy-phenyl)-4,5-dimethyl-5-(trifluoromethyl)tetrahydrofuran-2-carbonyl]amino]pyridin-2-carboxamid FC1=CC(=C(C=C1)[C@H]1[C@@H](O[C@@]([C@H]1C)(C(F)(F)F)C)C(=O)NC1=CC(=NC=C1)C(=O)N)O